3-chloro-5-(4-(4-methylpiperazin-1-yl)phenyl)pyrazin-2-amine ClC=1C(=NC=C(N1)C1=CC=C(C=C1)N1CCN(CC1)C)N